2-(2-chlorobenzenesulfonyl)-3-methyl-2H-benzo[g]indazole-4,5-dione ClC1=C(C=CC=C1)S(=O)(=O)N1N=C2C3=C(C(C(C2=C1C)=O)=O)C=CC=C3